IC1CC(OCC1)C1=CC(=NC=C1)C 4-(4-iodotetrahydro-2H-pyran-2-yl)-2-methylpyridine